(2-amino-6-(1H-pyrrolo[2,3-b]pyridin-5-yl)imidazo[1,2-a]pyridin-3-yl)(pyridin-2-yl)methanone NC=1N=C2N(C=C(C=C2)C=2C=C3C(=NC2)NC=C3)C1C(=O)C1=NC=CC=C1